hexamethylene isocyanate triacrylate C(C=C)(=O)O.C(C=C)(=O)O.C(C=C)(=O)O.C(CCCCCN=C=O)N=C=O